C1CCC12CCN(CC2)CC(=O)NC=2C=C(C(=NC2)C)NC(=O)C2=NN=C1N2C=CC(=C1)C=1COCCC1 N-(5-(2-(7-azaspiro[3.5]nonan-7-yl)acetamido)-2-methylpyridin-3-yl)-7-(5,6-dihydro-2H-pyran-3-yl)-[1,2,4]triazolo[4,3-a]pyridine-3-carboxamide